5-ethynyl-2-((2-methoxyphenyl)amino)-7-oxo-8-phenyl-7,8-dihydropyrido[2,3-d]pyrimidine-6-carbonitrile C(#C)C1=C(C(N(C=2N=C(N=CC21)NC2=C(C=CC=C2)OC)C2=CC=CC=C2)=O)C#N